C12(CC3CC(CC(C1)C3)C2)NCCCCCCCOC2=C3CN(C(C3=CC(=C2)F)=O)C2C(NC(CC2)=O)=O 3-(4-((7-((adamantan-1-yl)amino)heptyl)oxy)-6-fluoro-1-oxoisoindolin-2-yl)piperidine-2,6-dione